C1(CCCC1)N=C=NC1CCCC1 N,N'-dicyclopentylcarbodiimide